4-(4-Amino-7-((2R,3R,4S,5S)-5-((((5-(4-aminophenyl)-3-methylisoxazol-4-yl)methyl)thio)methyl)-3,4-dihydroxytetrahydrofuran-2-yl)-7H-pyrrolo[2,3-d]pyrimidin-5-yl)benzonitrile NC=1C2=C(N=CN1)N(C=C2C2=CC=C(C#N)C=C2)[C@@H]2O[C@@H]([C@H]([C@H]2O)O)CSCC=2C(=NOC2C2=CC=C(C=C2)N)C